(6-chloro-4-(6-chlorobenzo[d]thiazol-2-yl)hexyl)-4-methoxybenzenesulfonamide ClCCC(CCCC1=C(C=CC(=C1)OC)S(=O)(=O)N)C=1SC2=C(N1)C=CC(=C2)Cl